FC1=C(C=CC=C1CO)C1=NN2C(N=CC=C2)=C1C(=O)OCC Ethyl 2-[2-fluoro-3-(hydroxymethyl) phenyl]pyrazolo[1,5-a]pyrimidine-3-carboxylate